methyl 3-(dibenzylamino)-2-fluoro-propanoate C(C1=CC=CC=C1)N(CC(C(=O)OC)F)CC1=CC=CC=C1